BrC1=C(C(=C(C#N)C(=C1)F)O)CC(C)O 4-bromo-6-fluoro-2-hydroxy-3-(2-hydroxypropyl)benzonitrile